C(C)(C)(C)C=1C=C2C3(C(N(C2=CC1)C)OCC3)C 5-(tert-butyl)-3a,8-dimethyl-3,3a,8,8a-tetrahydro-2H-furo[2,3-b]indole